Tert-butyl 2-(2-hydroxyethyl)-2-ethylpyrrolidine-1-carboxylate OCCC1(N(CCC1)C(=O)OC(C)(C)C)CC